(S)-2-amino-3-(4-(5-(3',6-dimethoxybiphenyl-3-yl)-1,2,4-oxadiazol-3-yl)phenyl)propanoic acid N[C@H](C(=O)O)CC1=CC=C(C=C1)C1=NOC(=N1)C=1C=C(C(=CC1)OC)C1=CC(=CC=C1)OC